C(C)C=1C(=CNC1C1=CC=CC=C1)C1=CC=C(C=C1)F 4-Ethyl-3-(4-fluorophenyl)-5-phenyl-1H-pyrrol